C(C)(C)(C)[Sn](Cl)(Cl)Cl t-butyltrichlorotin